methyl-1-phenylmethanesulfonyl-1,2-dihydrospiro[indole-3,4'-piperidine] CN1CCC2(CC1)CN(C1=CC=CC=C12)S(=O)(=O)CC1=CC=CC=C1